copper-bismuth-manganese-bismuth [Bi].[Mn].[Bi].[Cu]